CC=1C(=C(C(=C(C1)C1=CC=CC=C1)C)C)C tetramethyl-[1,1'-biphenyl]